BrC1=CC(=C(S1)CN(C)C)C1CCOCC1 1-(5-bromo-3-(tetrahydro-2H-pyran-4-yl)thiophen-2-yl)-N,N-dimethylmethylamine